3-(5-bromofuran-2-yl)-5,6,7,8-tetrahydroimidazo[1,5-a]pyrazine BrC1=CC=C(O1)C1=NC=C2N1CCNC2